but-2-ynoat C(C#CC)(=O)[O-]